bis(1,2,2,6,6-pentamethyl-4-piperidyl) ditridecyl-1,2,3,4-butanetetracarboxylate C(CCCCCCCCCCCC)C(C(CC(=O)OC1CC(N(C(C1)(C)C)C)(C)C)(C(=O)OC1CC(N(C(C1)(C)C)C)(C)C)CCCCCCCCCCCCC)(CC(=O)[O-])C(=O)[O-]